ClC1=C(C(=O)NC)C=CC(=C1)NC1=NC=C(C(=N1)N[C@H](CO)C1=CC=CC=C1)C=1OC(=NN1)C(F)F 2-chloro-4-[[5-[5-(difluoromethyl)-1,3,4-oxadiazol-2-yl]-4-[[(1S)-2-hydroxy-1-phenyl-ethyl]amino]pyrimidin-2-yl]amino]-N-methyl-benzamide